[Li+].[C+4].P(=O)([O-])([O-])[O-].[Mn+2].[Li+] lithium manganese phosphate carbon lithium